C(C)[C@H]1OC2=C([C@H](N(C1)CC1=CC=C(C=C1)OC)C)N=C(C=C2)O |o1:6| (2R,5R*)-2-Ethyl-4-(4-methoxybenzyl)-5-methyl-2,3,4,5-tetrahydropyrido[2,3-f][1,4]oxazepin-7-ol